FC(OC1=C(C=CC(=C1)F)[C@H]1[C@@H](O[C@]([C@@H]1C)(C(F)(F)F)C)C(=O)NC1=CC(=NC=C1)C(=O)NC)F (2R,3S,4R,5R)-4-[[3-[2-(difluoromethoxy)-4-fluoro-phenyl]-4,5-dimethyl-5-(trifluoromethyl)tetrahydrofuran-2-carbonyl]amino]-N-methyl-pyridine-2-carboxamide